FC(OC1=CC=CC(=N1)C(=O)N1C2COCC1CN(C2)CC2=C(N=C1N2C=CC=N1)C1=CC=C(C=C1)C(C)C)F [6-(Difluoromethoxy)pyridin-2-yl](7-{[2-(4-isopropylphenyl)imidazo[1,2-a]pyrimidin-3-yl]methyl}-3-oxa-7,9-diazabicyclo[3.3.1]non-9-yl)methanone